N-(2-chloro-6-methylphenyl)-2-((6-((3-(2,6-dioxopiperidin-3-yl)benzyl)amino)-2-methylpyrimidin-4-yl)amino)thiazole-5-carboxamide ClC1=C(C(=CC=C1)C)NC(=O)C1=CN=C(S1)NC1=NC(=NC(=C1)NCC1=CC(=CC=C1)C1C(NC(CC1)=O)=O)C